3-hydroxyl-6-iodopyridine OC=1C=NC(=CC1)I